methyl (S)-3-(8-nitro-1-((2-morpholinoethyl)thio)-6-phenyl-4H-benzo[f][1,2,4]triazolo[4,3-a][1,4]diazepin-4-yl)propionate [N+](=O)([O-])C=1C=CC2=C(C(=N[C@H](C=3N2C(=NN3)SCCN3CCOCC3)CCC(=O)OC)C3=CC=CC=C3)C1